(di-benzylaminomethyl)triazole C(C1=CC=CC=C1)N(CC1=CC=CC=C1)CC=1N=NNC1